FC=1C=C(C=C(C1)CC)B(O)O (3-fluoro-5-ethylphenyl)boronic acid